FC1=C(C(=O)C2=CC=C(N2C)C(=O)C=2C=NC=C(C2)F)C=CC=C1 (5-(2-fluorobenzoyl)-1-methyl-1H-pyrrol-2-yl)(5-fluoropyridin-3-yl)methanone